ClCC=1N=C(OC1)C1=CC(=C(C=C1)OC(F)F)OCC1CC1 (chloromethyl)-2-(3-(cyclopropylmethoxy)-4-(difluoromethoxy)phenyl)oxazole